ClC1=NC=C2C(=N1)N(N=C2)C2CC(C2)(C(=O)OC)C cis-methyl 3-(6-chloropyrazolo[3,4-d]pyrimidin-1-yl)-1-methyl-cyclobutanecarboxylate